CN(CCCOC1=CC(=CC=C1)[C@@H]1NC[C@H](CC1)C)C N,N-dimethyl-3-[3-[(2R,5S)-5-methyl-2-piperidyl]phenoxy]propan-1-amine